trans-cyclobutane-1,4-dicarboxylic acid [C@H]1(CC[C@H]1C(=O)O)C(=O)O